N1(C=CC2=CC=CC=C12)CC 2-(1H-indol-1-yl)ethan